COC=1C=C(C(=O)N=[N+]=[N-])C=C(C1)OC 3,5-dimethoxybenzoyl azide